S1N=CN=C1NC=1N=CC2=C(N1)N1C(C(=C2)C=2C=C(C=CC2C)NC(=O)C2=NC=CC(=C2)C(F)(F)F)=NCC1 N-(3-(2-((1,2,4-thiadiazol-5-yl)amino)-8,9-dihydroimidazo[1',2':1,6]pyrido[2,3-d]pyrimidin-6-yl)-4-methylphenyl)-4-(trifluoromethyl)pyridineamide